O=C1NC(CCC1C1=CC=C(CCN2CCN(CC2)C=2C=C3C(N(C(C3=CC2)=O)[C@H](CS(=O)(=O)C)C2=CC(=C(C=C2)OC)OCC)=O)C=C1)=O 5-(4-(4-(2,6-dioxopiperidin-3-yl)phenethyl)piperazin-1-yl)-2-((S)-1-(3-ethoxy-4-methoxyphenyl)-2-(methylsulfonyl)ethyl)isoindoline-1,3-dione